nicotinoyl-aspartic acid C(C1=CN=CC=C1)(=O)N[C@@H](CC(=O)O)C(=O)O